tert-butyl (S,E)-(1-((1-(dimethylamino)ethylidene)amino)-1-oxopropan-2-yl)(methyl)carbamate CN(\C(\C)=N\C([C@H](C)N(C(OC(C)(C)C)=O)C)=O)C